CC1=NC(=CC(=C1)C=1NC2=CC=C(C=C2C1C(C)C)C1CCN(CC1)C1COCCC1)C 2-(2,6-dimethylpyridin-4-yl)-3-isopropyl-5-(1-(tetrahydro-2H-pyran-3-yl)piperidin-4-yl)-1H-indole